6-(3-chloro-4-hydroxy-5-methylphenyl)-5-methyl-4,5-dihydro-2H-pyridazin-3-one ClC=1C=C(C=C(C1O)C)C=1C(CC(NN1)=O)C